O=C1N(CCC(N1)=O)N1C(C2=CC=C(C=C2C1=O)CN1CCC(CC1)C=1SC=CC1)=O 2-(2,4-dioxotetrahydropyrimidin-1(2H)-yl)-5-((4-(thiophen-2-yl)piperidin-1-yl)methyl)isoindoline-1,3-dione